FC1(C[C@@H]2N(C(CNC2=O)=O)C1)F (S)-7,7-difluorohexahydropyrrolo[1,2-a]pyrazine-1,4-dione